N1C=CC2=NC=CC(=C21)OC2=C(C=C(C=C2)NC=2C1=C(N=CN2)NC=C1C1CCN(CC1)C(C=C)=O)Cl 1-(4-(4-((4-((1H-pyrrolo[3,2-b]pyridin-7-yl)oxy)-3-chlorophenyl)amino)-7H-pyrrolo[2,3-d]pyrimidin-5-yl)piperidin-1-yl)prop-2-en-1-one